4-(benzyloxy)-1-ethyl-3-methyl-1H-pyrazole-5-carboxylic acid C(C1=CC=CC=C1)OC=1C(=NN(C1C(=O)O)CC)C